C12=CC(=CC=C2CC1)C=1CCCC2=C(C1C1=CC=C(C=C1)C=C1CN(C1)CCCF)C=CC=C2 8-(Bicyclo[4.2.0]octa-1,3,5-trien-3-yl)-9-(4-((1-(3-fluoropropyl)azetidin-3-yliden)methyl)phenyl)-6,7-dihydro-5H-benzo[7]annulen